FC1=C(C=C(C=C1C(F)(F)F)NC([O-])=O)C(C)NC1=NN=C(C2=CC=C(C=C12)N1CC(C1)(C)O)C.C(CCCCC)OC1=C(C=C(C=C1C)[S+](C1=CC=CC=C1)C1=CC=CC=C1)C (4-n-hexyloxy-3,5-dimethylphenyl)diphenylsulfonium (4-fluoro-3-(1-((7-(3-hydroxy-3-methylazetidin-1-yl)-4-methylphthalazin-1-yl)amino)ethyl)-5-(trifluoromethyl)phenyl)carbamate